O(C1=CC=CC=C1)CCN(C1(CCCC1)C(=O)N[C@@H](C)C1=CC=C(C(=O)OC)C=C1)C Methyl 4-[(1S)-1-[[1-[2-phenoxyethyl-methyl-amino]cyclopentanecarbonyl]amino]ethyl]benzoate